(2R,3S)-N-((3S)-9-chloro-5-(3-methylphenyl)-2-oxo-2,3-dihydro-1H-1,4-benzodiazepin-3-yl)-3-(4,4,4-trifluorobutyl)-2-(3,3,3-trifluoropropyl)succinamide ClC1=CC=CC=2C(=N[C@@H](C(NC21)=O)NC([C@@H]([C@@H](C(=O)N)CCCC(F)(F)F)CCC(F)(F)F)=O)C2=CC(=CC=C2)C